BrC=1C=C(C=C(C1O)Br)C(=O)C1=C(OC2=C1C(=CC=C2)F)CC (3,5-Dibromo-4-hydroxyphenyl)(2-ethyl-4-fluorobenzofuran-3-yl)methanone